bis(2,4,6-trimethylbenzene) boron [B].CC1=CC(=CC(=C1)C)C.CC1=CC(=CC(=C1)C)C